N[C@@H](C(=O)N1CCC(CC1)[C@H](C1=C(C=C(C(=C1)Cl)Cl)O)N)[C@@H](C)O (2R,3R)-2-amino-1-[4-[(R)-amino(4,5-dichloro-2-hydroxyphenyl)methyl]piperidin-1-yl]-3-hydroxybutan-1-one